C1(CCCCC1)P(C1=CC(=CC(=C1)OCC)OCC)C1CCCCC1 (dicyclohexyl)(3,5-diethoxyphenyl)phosphine